(S)-1-(3-(1-(2,2-difluorobenzo[d][1,3]dioxol-5-yl)ethoxy)phenyl)-3-(trifluoromethyl)-1,4,5,6-tetrahydro-7H-indazol-7-one FC1(OC2=C(O1)C=CC(=C2)[C@H](C)OC=2C=C(C=CC2)N2N=C(C=1CCCC(C21)=O)C(F)(F)F)F